ethyl-4-(3,5-difluorophenyl)-2-methyl-3H-furan-2-carboxylic acid C(C)C1C(OC=C1C1=CC(=CC(=C1)F)F)(C(=O)O)C